C(=CCCCCCCCCCC)C(CCC)(N)N dodecenyl-butanediamine